7-((2R,4S)-2-(1-cyclopropyl-1H-pyrazol-4-yl)tetrahydro-2H-pyran-4-yl)-5-(2,4-difluorophenyl)-2-methyl-3-((oxetan-3-ylmethoxy)methyl)pyrido[3,4-b]pyrazine C1(CC1)N1N=CC(=C1)[C@@H]1OCC[C@@H](C1)C1=CC=2C(=NC(=C(N2)C)COCC2COC2)C(=N1)C1=C(C=C(C=C1)F)F